2-bromo-N-[(4-methoxyphenyl)methyl]-6-nitrobenzene-1-sulfonamide BrC1=C(C(=CC=C1)[N+](=O)[O-])S(=O)(=O)NCC1=CC=C(C=C1)OC